OCC1=C2C(=NC(=C1)C(=O)OCC)SC(=C2)C ethyl 4-(hydroxymethyl)-2-methyl-thieno[2,3-b]pyridine-6-carboxylate